lithium sulfur silver germanium [Ge].[Ag].[S].[Li]